ClC=1C=C2CCC(C2=CC1)NC(C1=CC=C(C=C1)OC)=O N-(5-chloroindan-1-yl)-4-methoxy-benzamide